4-[(2S)-3-(3,5-dimethylphenoxy)-2-hydroxypropyl]piperazin-2-one CC=1C=C(OC[C@H](CN2CC(NCC2)=O)O)C=C(C1)C